tert-butyl 4-((perfluorophenyl)sulfonyl)piperazine-1-carboxylate FC1=C(C(=C(C(=C1F)F)F)F)S(=O)(=O)N1CCN(CC1)C(=O)OC(C)(C)C